COC=1C=NC(=NC1)CN 1-(5-methoxypyrimidin-2-yl)methylamine